BrC=1C=C(C=CC1)[C@@H]1[C@@H](CCC1)NC(=O)OC1=C(C(=O)OC)C=CC=C1 methyl 2-(((cis-2-(3-bromophenyl)cyclopentyl)carbamoyl)oxy)benzoate